3-(6-(4-(hydroxymethyl)piperidin-1-yl)-1-methyl-1H-indazol-3-yl)piperidine-2,6-dione OCC1CCN(CC1)C1=CC=C2C(=NN(C2=C1)C)C1C(NC(CC1)=O)=O